FC1=CC(=C2C=CN=C(C2=C1)C)CC(=O)OC(C)(C)C tert-butyl 2-(7-fluoro-1-methylisoquinolin-5-yl)acetate